1-(4-aminobenzyl)guanidine NC1=CC=C(CNC(=N)N)C=C1